N-(1'-(6-methyl-2-(tetrahydrofuran-3-yl)pyrimidin-4-yl)-1',2'-dihydrospiro[cyclopropan-1,3'-pyrrolo[3,2-c]pyridin]-6'-yl)acetamide CC1=CC(=NC(=N1)C1COCC1)N1CC2(C=3C=NC(=CC31)NC(C)=O)CC2